2-((1S,2S)-2-hydroxycyclopentyl)-4,5-dimethyl-6-((6-methylpyridin-3-yl)methyl)isoindolin-1-one O[C@@H]1[C@H](CCC1)N1C(C2=CC(=C(C(=C2C1)C)C)CC=1C=NC(=CC1)C)=O